6-amino-2-[3,5-dichloro-4-[(3Z)-3-(2-methylpropylidene)-2-oxo-indolin-5-yl]oxy-phenyl]-1,2,4-triazine-3,5-dione NC=1C(NC(N(N1)C1=CC(=C(C(=C1)Cl)OC=1C=C2/C(/C(NC2=CC1)=O)=C/C(C)C)Cl)=O)=O